C(C1CO1)OC(C1=CC=CC=C1)OCC1CO1 diglycidyl-oxyphenyl-methane